2-(2,4-diaminophenyl)-2-(3-aminophenyl)propane NC1=C(C=CC(=C1)N)C(C)(C)C1=CC(=CC=C1)N